The molecule is a hydroxy monocarboxylic acid anion that results from the deprotonation of the carboxylic acid group of 3-hydroxypyruvic acid. It has a role as a human metabolite. It derives from a pyruvate. It is a conjugate base of a 3-hydroxypyruvic acid. C(C(=O)C(=O)[O-])O